N1(C=NC=C1)C(=O)O[C@@H](C)C1CC1 (S)-1-cyclopropylethyl 1H-imidazole-1-carboxylate